1-(3-Methoxy-4-nitrophenyl)piperidin-4-one COC=1C=C(C=CC1[N+](=O)[O-])N1CCC(CC1)=O